3-(tert-butyldiphenylsiloxy)-2,2-difluoropropyl triflate O(S(=O)(=O)C(F)(F)F)CC(CO[Si](C1=CC=CC=C1)(C1=CC=CC=C1)C(C)(C)C)(F)F